racemic-N'-((1,2,3,5,6,7-hexahydro-s-indacen-4-yl)carbamoyl)-N,N-dimethylmethanesulfonimidamide C1CCC2=C(C=3CCCC3C=C12)NC(=O)N=[S@@](=O)(N(C)C)C |r|